methylene-6-(5-isopropyl-1-(3-(4-(acetyl)piperazinyl)propylimidazol-4-yl)methylene)piperazine-2,5-dione C=C1C(NC(C(N1)=O)=CC=1N=C(NC1C(C)C)CCCN1CCN(CC1)C(C)=O)=O